CS(=O)(=O)[Pd]C1=C(C=CC=C1)C1=C(C=CC=C1)NC methanesulfonyl-2'-methylamino-1,1'-biphenyl-2-yl-palladium